C(C)(C)OC(CC)OC=1C=C(C=CC)C=CC1 m-(1-isopropoxypropoxy)-methylstyrene